3,4-dihydroxybutyric acid benzyl ester C(C1=CC=CC=C1)OC(CC(CO)O)=O